4-(2-chlorophenyl)-5-methyl-2-(1-naphthylmethyl)imidazole ClC1=C(C=CC=C1)C=1N=C(NC1C)CC1=CC=CC2=CC=CC=C12